CSC1=NNC2=CC=C(C=C12)N 3-(methylthio)-1H-indazol-5-amine